6-(cyclopropanecarboxamido)-4-((3-methoxy-2-(2-cyclopropyl-2H-1,2,3-triazol-4-yl)pyridin-4-yl)amino)-N-(methyl-d3)pyridazine-3-carboxamide C1(CC1)C(=O)NC1=CC(=C(N=N1)C(=O)NC([2H])([2H])[2H])NC1=C(C(=NC=C1)C1=NN(N=C1)C1CC1)OC